4H-pyranone O1C(CCC=C1)=O